ClC=1C=CC(=C(C1)C1=CC(=C(N=N1)C1SCCC1)NC1=CC(=NC=N1)NC(=O)C1CC(C1)N1CCN(CC1)C)F Racemic-(1s,3s)-N-(6-((6-(5-chloro-2-fluorophenyl)-3-(tetrahydrothiophen-2-yl)pyridazin-4-yl)amino)pyrimidin-4-yl)-3-(4-methylpiperazin-1-yl)cyclobutane-1-carboxamide